3-[[bis(2-methylpropyloxy)thiophosphono]thio]-2-methyl-propanoic acid CC(COOP(=S)(OOCC(C)C)SCC(C(=O)O)C)C